5-(2-(4-(5-(difluoromethyl)-1,3,4-oxadiazol-2-yl)benzyl)-2H-tetrazol-5-yl)-1,3-dihydro-2H-benzo[d]imidazol-2-one FC(C1=NN=C(O1)C1=CC=C(CN2N=C(N=N2)C2=CC3=C(NC(N3)=O)C=C2)C=C1)F